Cl.[Fe] Iron-HCl